COC=1C=C(C=CC1OC1OCCCC1)/C=C/C(=O)C1=CC=CC=C1 (E)-3-[3-Methoxy-4-(oxan-2-yloxy)phenyl]-1-phenylprop-2-en-1-one